C(C)(C)(C)OC(=O)N1CCN(CC1)C1=NC=CC(=C1)N 4-(4-Aminopyridin-2-yl)piperazine-1-carboxylic acid tert-butyl ester